OC1(C[C@@H]2[C@@H](CN(C2)CC(=O)C2=CC=C(C=C2)O)C1)CC1=CC=C(C=C1)C 2-((3aR,5r,6aS)-5-hydroxy-5-(4-methylbenzyl)hexahydro-cyclopenta[c]pyrrol-2(1H)-yl)-1-(4-hydroxyphenyl)ethanone